NN1C(=NC(=C1C(=O)N)C1=CC=C(C=C1)C(NC1=NC=C(C=C1)C)=O)[C@H]1N(CCC1)C(CC#N)=O (S)-1-amino-2-(1-(2-cyanoacetyl)pyrrolidin-2-yl)-4-(4-((5-methylpyridin-2-yl)carbamoyl)phenyl)-1H-imidazole-5-carboxamide